(R)-3-chloro-4-((3,5-difluoropyridin-2-yl)methoxy-d2)-2'-(3-(isopropylsulfonyl)-1H-pyrazol-1-yl)-5',6-dimethyl-2H-[1,4'-bipyridin]-2-one ClC=1C(N(C(=CC1OC([2H])([2H])C1=NC=C(C=C1F)F)C)C1=CC(=NC=C1C)N1N=C(C=C1)S(=O)(=O)C(C)C)=O